sodium manganous cyanide [C-]#N.[Mn+2].[Na+].[C-]#N.[C-]#N